C(CCCC)[Si](OC(C)C)(OC(C)C)OC(C)C amyl-triisopropoxysilane